5-((azetidin-3-yloxy)methyl)-N-((8-fluoro-1,2,3,5,6,7-hexahydro-s-indacen-4-yl)carbamoyl)-4-(2-hydroxypropan-2-yl)furan-2-sulfonamide N1CC(C1)OCC1=C(C=C(O1)S(=O)(=O)NC(NC1=C2CCCC2=C(C=2CCCC12)F)=O)C(C)(C)O